Br\C(\C(C)(O)C)=C(/C1=CC=CC=C1)\Br (E)-3,4-dibromo-2-methyl-4-phenylbut-3-en-2-ol